CS(=O)[O-].[Ba+2].CS(=O)[O-] barium methanesulfinate